4-(aminomethyl)-6-[5-[3-chloro-5-(cyclopropylmethyl)-2-fluoro-6-isocyano-phenyl]-1-methyl-pyrazol-4-yl]-2H-phthalazin-1-one NCC1=NNC(C2=CC=C(C=C12)C=1C=NN(C1C1=C(C(=CC(=C1[N+]#[C-])CC1CC1)Cl)F)C)=O